1-(3-hydroxyphenyl)-piperazine OC=1C=C(C=CC1)N1CCNCC1